FC(C(C(C(C(C(C(C(F)(F)F)(F)F)(F)F)(F)F)(F)F)(F)F)(F)F)(S(=O)(=O)O)F.BrC=1C=C(C(=C(C(=O)NCC=2C(NC(=CC2C)C)=O)C1)C)N(CC)C1CCCC1 5-bromo-3-(cyclopentyl-(ethyl)amino)-N-((4,6-dimethyl-2-oxo-1,2-dihydropyridin-3-yl)methyl)-2-methylbenzamide perfluorooctanesulphonate